FC=1C=2N(C=C(C1)NC(=O)C=1C=CC(=C3N=CC(=NC13)OC)N1C[C@H](CC1)N(C(OC(C)(C)C)=O)C)C=C(N2)C tert-butyl (S)-(1-(8-((8-fluoro-2-methylimidazo[1,2-a]pyridin-6-yl)carbamoyl)-2-methoxyquinoxalin-5-yl)pyrrolidin-3-yl)(methyl)carbamate